2-[Amino(cyclopropyl)acetyl]-5-[(cyclopropylmethyl)sulfonyl]-N-[4-(1,1,1,3,3,3-hexafluoro-2-hydroxypropan-2-yl)phenyl]-2,3-dihydro-1H-isoindol-1-carboxamid NC(C(=O)N1C(C2=CC=C(C=C2C1)S(=O)(=O)CC1CC1)C(=O)NC1=CC=C(C=C1)C(C(F)(F)F)(C(F)(F)F)O)C1CC1